[Si](C)(C)(C(C)(C)C)OCCNC(=O)NN N-(2-((tert-butyldimethylsilyl)oxy)ethyl)hydrazinecarboxamide